P(O)(=O)(OP(=O)(O)O)OC[C@@H]1[C@H](C([C@@H](O1)N1C(=O)N=C(N)C=C1)(F)F)O 2'-deoxy-2',2'-difluorocytidine diphosphate